COC1=C(C#[N+][O-])C(=CC(=C1)OC)OC 2,4,6-trimethoxybenzonitrile N-oxide